C(CCC)OC(C=CC=CC=CC=CC=CCCCCCCCCC)=O eicosapentaenoic acid n-butyl ester